N-(3-cyano-4-fluorophenyl)-6-(2-cyclopropyl-4-fluorophenoxy)-2-fluoro-3-(trifluoromethyl)benzamide 6-methyl-4,9-dioxo-1,5-dioxonan-7-yl-2-methylpropanoate CC1OC(CCOC(CC1OC(C(C)C)=O)=O)=O.C(#N)C=1C=C(C=CC1F)NC(C1=C(C(=CC=C1OC1=C(C=C(C=C1)F)C1CC1)C(F)(F)F)F)=O